C(CCC\C=C\CCCC)O (E)-dec-5-en-1-yl alcohol